N-(6-bromo-2-nitro-3-(trifluoromethyl)phenyl)acetamide BrC1=CC=C(C(=C1NC(C)=O)[N+](=O)[O-])C(F)(F)F